ClC=1C=C(C=NC1N1N=CC=N1)NC(=O)C1=NC=C(C(=N1)C)C1=C2C=CC=NC2=CC=C1 N-(5-chloro-6-(2H-1,2,3-triazol-2-yl)pyridin-3-yl)-4-methyl-5-(quinolin-5-yl)pyrimidine-2-carboxamide